N-(3-cyanobenzyl)-2-((3-(2,6-dioxopiperidin-3-yl)-1-methyl-1H-indazol-7-yl)-oxy)acetamide C(#N)C=1C=C(CNC(COC=2C=CC=C3C(=NN(C23)C)C2C(NC(CC2)=O)=O)=O)C=CC1